2-(4-cyclopropyl-6-methoxypyrimidin-5-yl)-5-methylpyrido[2,3-d]pyrimidin-7(8H)-one C1(CC1)C1=NC=NC(=C1C=1N=CC2=C(N1)NC(C=C2C)=O)OC